O=C1N(CC1)C=1C=C(C=NC1)[C@H]1N(OCC1)C(=O)C1CCN(CC1)C1=NC=CC(=N1)C(=O)N 2-[4-[(3S)-3-[5-(2-oxoazetidin-1-yl)-3-pyridyl]isoxazolidine-2-carbonyl]-1-piperidyl]pyrimidine-4-carboxamide